C1C=CCC2C1CN(C2)C(=O)C3=CC=C(C=C3)C(=O)NCCC(=O)O The molecule is a benzenedicarboxamide in which one nitrogen forms the beta-nitogen of beta-alanine and the other is the N of 2,3,3a,4,7,7a-hexahydro-1H-isoindole. It derives from a terephthalamide and a beta-alanine.